CN(C(=O)[C@@H]1CC12CCN(CC2)C(=O)OC(C(F)(F)F)C(F)(F)F)C=2C=NC=CC2 |r| 1,1,1,3,3,3-Hexafluoropropan-2-yl (±)-1-(methyl(pyridin-3-yl)carbamoyl)-6-azaspiro[2.5]octan-6-carboxylat